(S)-(3-aminopyrrolidin-1-yl)(5-(4-(1-isopropylpiperidin-4-yl)phenyl)-3-methylthiophen-2-yl)methanone N[C@@H]1CN(CC1)C(=O)C=1SC(=CC1C)C1=CC=C(C=C1)C1CCN(CC1)C(C)C